bromo-N-(piperidin-4-yl)pyridin-4-amine hydrochloride Cl.BrC1=NC=CC(=C1)NC1CCNCC1